COC(C1CCN(CC1)C1=CC=C(C=C1)[C@H]1C=2C=CC(=CC2C(C[C@H]1C1=C(C(=C(C(=C1[2H])[2H])[2H])[2H])[2H])(F)F)O)OC (5S,6R)-5-(4-(4-(dimethoxymethyl)piperidin-1-yl)phenyl)-8,8-difluoro-6-(phenyl-d5)-5,6,7,8-tetrahydronaphthalen-2-ol